(3R)-1-[5-(tetramethyl-1,3,2-dioxaborolan-2-yl)pyridin-2-yl]Pyrrolidin-3-ol CC1(C(OB(O1)C=1C=CC(=NC1)N1C[C@@H](CC1)O)(C)C)C